Cl.OC=1C(=C(C(=CC1)C)NC(=O)C1=CN=C(S1)NCC1CCNCC1)C N-(3-hydroxy-2,6-dimethyl-phenyl)-2-(4-piperidylmethylamino)thiazole-5-carboxamide hydrochloride